1-((S)-5,5-dimethylpyrrolidin-3-yl)-8-(2-((2,4-dioxo-3-azabicyclo[3.1.0]hexan-3-yl)methyl)thieno[3,2-b]pyridin-7-yl)-1,2,3,4-tetrahydroquinoline-6-carbonitrile, formic acid salt C(=O)O.CC1(C[C@@H](CN1)N1CCCC2=CC(=CC(=C12)C1=C2C(=NC=C1)C=C(S2)CN2C(C1CC1C2=O)=O)C#N)C